C1(=C(C=CC=C1)[B-](C1=C(C=CC=C1)C)(C1=C(C=CC=C1)C)C1=C(C=CC=C1)C)C.C[NH+](C)C trimethylammonium tetrakis(tolyl)borate